FC(C1=NSC(=N1)C=1C=CC(=C(C1)NCC(=O)N1CCC2=C(C=CC=C12)C(CO)(C)O)C)F 2-((5-(3-(difluoromethyl)-1,2,4-thiadiazol-5-yl)-2-methylphenyl)amino)-1-(4-(1,2-dihydroxypropan-2-yl)indolin-1-yl)ethan-1-one